3-(5-(((1S,2R)-2-(3-ethoxyazetidin-1-yl)cycloheptyl)oxy)-1-oxoisoindolin-2-yl)piperidine-2,6-dione C(C)OC1CN(C1)[C@H]1[C@H](CCCCC1)OC=1C=C2CN(C(C2=CC1)=O)C1C(NC(CC1)=O)=O